ClC1=C(C(=C(C=2NC3=C(C(=C(C(=C3C12)[2H])[2H])[2H])[2H])[2H])[2H])[2H] 4-chloro-9H-carbazole-1,2,3,5,6,7,8-d7